N1(N=CC=C1)C1=C2C=CC(=CC2=CC=C1)C(=O)OC methyl 5-(1H-pyrazol-1-yl)-2-naphthoate